ClC=1C(=CC(=C(C(=O)N[C@@H]2[C@@H](N(CC2)C(C2=C(C(=C(C(=C2[2H])[2H])[2H])[2H])[2H])([2H])[2H])C)C1)OC([2H])([2H])[2H])NC([2H])([2H])[2H] 5-Chloro-N-((2S,3S)-1-(dideutero(pentadeuterophenyl)methyl)-2-methylpyrrolidin-3-yl)-2-trideuteromethoxy-4-(trideuteromethylamino)benzamide